2-((3-butyl-3-ethyl-5-(4-methoxyphenyl)-7-(methylsulfanyl)-1,1-dioxido-2,3,4,5-tetrahydro-1,5-benzothiazepin-8-yl)oxy)acetic acid C(CCC)C1(CS(C2=C(N(C1)C1=CC=C(C=C1)OC)C=C(C(=C2)OCC(=O)O)SC)(=O)=O)CC